methyl 3-(1-(6-(2,4-dimethoxypyrimidin-5-yl)imidazo[1,2-b]pyridazin-8-yl)pyrrolidin-3-yl)benzoate COC1=NC=C(C(=N1)OC)C=1C=C(C=2N(N1)C=CN2)N2CC(CC2)C=2C=C(C(=O)OC)C=CC2